ClC=1C=C(C=CC1S(=O)(=O)C)NC=1SC(=C(N1)C1=CC(=NC=C1)OC)CO (2-((3-chloro-4-(methylsulfonyl)phenyl)amino)-4-(2-methoxypyridin-4-yl)thiazol-5-yl)methanol